CN(C=1N=CC(=NC1)C(=O)N)C1CCNCC1 5-[methyl-(4-piperidinyl)amino]Pyrazine-2-carboxamide